OCC=1C=C(CNCCCCOCCNC2=C3C=NNC3=CC(=C2)C2=CC(NN=C2)=O)C=C(C1)OC(F)(F)F 5-(4-((2-(4-((3-(hydroxymethyl)-5-(trifluoromethoxy)benzyl)amino)butoxy)ethyl)amino)-1H-indazol-6-yl)pyridazin-3(2H)-one